C1=CC=C(C=C1)C2=C(C(=C(C=C2)Cl)Cl)Cl The molecule is a trichlorobiphenyl that is biphenyl in which the hydrogens at positions 2, 3, and 4 on one of the benzene rings are replaced by chlorines. It is a trichlorobiphenyl and a trichlorobenzene.